S1C=NC2=C1C=CC(=C2)CNCC2OCCCC2 1-(Benzo[d]thiazol-5-yl)-N-((tetrahydro-2H-pyran-2-yl)methyl)methylamine